C(O)C(C(=O)O)C(C(=O)O)CO 2,3-dimethylolsuccinic acid